O1CCN(CC1)S(=O)(=O)C=1C=C(C=CC1)C1=C2C(=NC=C1)C=C(O2)C2=CC(=C(C(=C2)OC)OC)OC 7-(3-(morpholinosulfonyl)phenyl)-2-(3,4,5-trimethoxyphenyl)furo[3,2-b]pyridine